1-n-butyl-sulfonate C(CCC)S(=O)(=O)[O-]